C(C=C)C1C2C=CC(C1)C2 5-allyl-bicyclo[2.2.1]Hept-2-ene